C(C)\[N+](\CCOCCOCCOCCOCCOC)=C/1\C=CC2=NC3=CC(=C(C=C3OC2=C1)NCC)C (E)-N-ethyl-N-(7-(ethylamino)-8-methyl-3H-phenoxazin-3-ylidene)-2,5,8,11,14-pentaoxahexadecan-16-aminium